L-talose O=C[C@H](O)[C@H](O)[C@H](O)[C@@H](O)CO